C(C)(C)(C)OC(=O)N[C@H]1C[C@H](CCC1)NC(=O)OCC1=CC=CC=C1 |r| (+/-)-cis-3-tert-butoxycarbonylamino-1-benzyloxycarbonylaminocyclohexane